CC1=NC(=NO1)C=1C=C2CCC(C2=CC1)NC(=O)NC1=NC=CN=C1 1-(5-(5-methyl-1,2,4-oxadiazol-3-yl)-2,3-dihydro-1H-inden-1-yl)-3-(pyrazin-2-yl)urea